C(=O)C1=C(C=CC(=N1)N(C(=O)NC1=NC=C(C(=C1)NCCOC)C#CC(C)(C)O)C)CN1C(CN(CC1)C)=O 1-(6-formyl-5-((4-methyl-2-oxopiperazin-1-yl)methyl)pyridin-2-yl)-3-(5-(3-hydroxy-3-methylbut-1-yn-1-yl)-4-((2-methoxy-ethyl)amino)pyridin-2-yl)-1-methylurea